BrCCCOC1=CC=C(C=C1)N(C(OC(C)(C)C)=O)C=N tert-butyl (4-(3-bromopropoxy)phenyl)(imino)methylcarbamate